malonic acid mono-[2-(2-methoxy-ethoxy)-ethyl] ester COCCOCCOC(CC(=O)O)=O